CC(CN1CCC2=C1N=C(N=C2OCC2CN(CCC2)C)N2CCOCC2)(C)O 2-methyl-1-(4-((1-methylpiperidin-3-yl)methoxy)-2-morpholino-5H-pyrrolo[2,3-d]pyrimidin-7(6H)-yl)propan-2-ol